C1(=CC=CC=C1)C1=C(C(=CC(=C1)C1=CC=CC=C1)C1=CC=CC=C1)C1=CC(=CC=C1)N(C1=CC=C(C=C1)C1=CC2=CC=CC=C2C=C1)C1=CC=C(C=C1)C1=CC=CC2=CC=CC=C12 (3',5'-diphenyl-1,1':2',1''-terphenyl-3''-yl)-(4-naphthalen-1-yl-phenyl)-(4-naphthalen-2-yl-phenyl)-amine